15-chloro-21,23-difluoro-16-methoxy-18,18-dioxo-8,11-dioxa-18λ6-thia-6,19-diazatetracyclo[18.3.1.113,17.02,7]pentacosa-1(24),2,4,6,13,15,17(25),20,22-nonaen-12-one ClC=1C=C2C(OCCOC3=NC=CC=C3C=3C(=CC(=C(NS(C(C1OC)=C2)(=O)=O)C3)F)F)=O